CNC(=O)N1CCC(CC1)(CNC1=CC=CC=2N1N=C(N2)C(F)(F)F)C2=CC=CC=C2 N-Methyl-4-phenyl-4-(((2-(trifluoromethyl)-[1,2,4]triazolo[1,5-a]pyridin-5-yl)amino)methyl)piperidine-1-carboxamide